The molecule is an unsaturated fatty acyl-CoA that results from the formal condensation of the thiol group of coenzyme A with the carboxy group of cis-dec-4-enoic acid. It is a medium-chain fatty acyl-CoA and a monounsaturated fatty acyl-CoA. It derives from a cis-4-decenoic acid. CCCCC/C=C\\CCC(=O)SCCNC(=O)CCNC(=O)[C@@H](C(C)(C)COP(=O)(O)OP(=O)(O)OC[C@@H]1[C@H]([C@H]([C@@H](O1)N2C=NC3=C(N=CN=C32)N)O)OP(=O)(O)O)O